C(CCCCC)(=O)OOC1=CC2=C(N(C(S2)=O)C2=NC=C(C=C2Cl)C(F)(F)F)C(=C1)C(C(=O)OC)C 1-methoxy-1-oxopropan-2-yl-(3-(3-chloro-5-(trifluoromethyl) pyridin-2-yl)-2-oxo-2,3-dihydrobenzothiazol-6-oxy) hexanoate